penta-sodium triphosphate [O-]P([O-])(=O)OP(=O)([O-])OP(=O)([O-])[O-].[Na+].[Na+].[Na+].[Na+].[Na+]